FC(OC=1C(=NC=CN1)B(O)O)(F)F 3-(TRIFLUOROMETHOXY)PYRAZINE-2-BORONIC ACID